(S)-N-(1-(7-(8-ethynyl-7-fluoro-3-hydroxynaphthalen-1-yl)-8-fluoro-2-((tetrahydro-1H-pyrrolizin-7a(5H)-yl)methoxy)pyrido[4,3-d]pyrimidin-4-yl)-5,5-dimethylazepan-3-yl)acrylamide C(#C)C=1C(=CC=C2C=C(C=C(C12)C1=C(C=2N=C(N=C(C2C=N1)N1C[C@H](CC(CC1)(C)C)NC(C=C)=O)OCC12CCCN2CCC1)F)O)F